ClC=1C=C(C=CC1Cl)NC(=O)[C@@H]1[C@H]2C[C@@H]([C@@H]([C@@H]1C1=CC(=NC=C1)C)O2)O |r| rac-(1R,2S,3S,4R,5S)-N-(3,4-dichlorophenyl)-5-hydroxy-3-(2-methylpyridine-4-yl)-7-oxabicyclo[2.2.1]Heptane-2-carboxamide